1-[(2R,6R)-6-[[bis(4-methoxyphenyl)-phenyl-methoxy]methyl]-6-(hydroxymethyl)-4-octyl-morpholin-2-yl]-5-methyl-pyrimidine-2,4-dione COC1=CC=C(C=C1)C(OC[C@]1(O[C@H](CN(C1)CCCCCCCC)N1C(NC(C(=C1)C)=O)=O)CO)(C1=CC=CC=C1)C1=CC=C(C=C1)OC